6'-(1-phenyl-1H-benzo[d]imidazol-2-yl)-[1,1':2',1''-terphenyl]-3'-carbonitrile C1(=CC=CC=C1)N1C(=NC2=C1C=CC=C2)C2=CC=C(C(=C2C2=CC=CC=C2)C2=CC=CC=C2)C#N